[Ca].[Na].[Na] disodium, monocalcium salt